COC1=CC=C(C=C1)[C@H]1[C@@H](CN(CC1)C(=O)OC(C)(C)C)COC=1C=C2C(NCC2=CC1)=O |r| (+/-)-trans-tert-butyl 4-(4-methoxyphenyl)-3-{[(3-oxoisoindolin-5-yl)oxy]methyl}-piperidine-1-carboxylate